4-((1S,2R)-3,3-dimethyl-2-(3-oxobutyl)cyclobutyl)-4-oxobutanenitrile CC1([C@@H]([C@H](C1)C(CCC#N)=O)CCC(C)=O)C